C(=O)(OC(C)(C)C)N1C2CCNC2C1 6-boc-2,6-diazabicyclo[3.2.0]heptane